(S)-2-((tert-butoxycarbonyl)amino)-3-ethoxy-3-oxopropyl 4-(4-cyano-2-methoxyphenyl)-5-ethoxy-2,8-dimethyl-1,6-naphthyridine-3-carboxylate C(#N)C1=CC(=C(C=C1)C1=C(C(=NC2=C(C=NC(=C12)OCC)C)C)C(=O)OC[C@@H](C(=O)OCC)NC(=O)OC(C)(C)C)OC